N-(3-((5-bromo-2-((3-methyl-1-(8-methyl-8-azabicyclo[3.2.1]octan-3-yl)-1H-pyrazol-4-yl)amino)pyrimidin-4-yl)amino)propyl)-3,3-difluorocyclobutane-1-carboxamide BrC=1C(=NC(=NC1)NC=1C(=NN(C1)C1CC2CCC(C1)N2C)C)NCCCNC(=O)C2CC(C2)(F)F